(S)-3,3-dimethyl-1-(2H-tetrazol-5-yl)butylcarbamic acid tert-butyl ester C(C)(C)(C)OC(N[C@@H](CC(C)(C)C)C=1N=NNN1)=O